FC(OC1=CC(=NN1)NC1=CN=CC(=N1)OC1CCN(CCC1F)C(=O)OC(C)(C)C)F tert-butyl 4-((6-((5-(difluoromethoxy)-1H-pyrazol-3-yl)amino)pyrazin-2-yl)oxy)-5-fluoroazepane-1-carboxylate